3-ketocyclobutane O=C1CCC1